OCCNCC(O)C1=CNC2=C1C=NC=C2 2-((2-hydroxyethyl)amino)-1-(1H-pyrrolo[3,2-c]pyridin-3-yl)ethane-1-ol